O=S1(N(CCCC1)C1=CC=C(NC=2C(=NC(=C(N2)NC)C=2C3=C(C=NC2)N(C=N3)C)C(=O)N)C=C1)=O 3-[4-(1,1-dioxothiazinan-2-yl)anilino]-5-(methylamino)-6-(3-methylimidazo[4,5-c]pyridin-7-yl)pyrazine-2-carboxamide